ClC(C(=O)OCCC)CC1=CC=CC=C1 n-propyl 2-chloro-3-phenylpropionate